C(#N)C1CN(C1)C1=NN=C(C2=CC=C(C=C12)NC(C=C)=O)N1C[C@@H](CC1)NC1=NC=C(C=N1)C#N (R)-N-(4-(3-cyanoazetidin-1-yl)-1-(3-((5-cyanopyrimidin-2-yl)amino)pyrrolidin-1-yl)phthalazin-6-yl)acrylamide